2-(6-bromo-3-pyridyl)acetic acid BrC1=CC=C(C=N1)CC(=O)O